C(C)N1C(CCC1)CN N-ethyl-2-aminomethylpyrrolidine